NC(C(CCC(=O)OC(C)(C)C)N1C(C2=C(C=C(C(=C2C1)F)Br)F)=O)=O tert-butyl 5-amino-4-(5-bromo-4,7-difluoro-1-oxo-isoindolin-2-yl)-5-oxo-pentanoate